rac-(3S,4R)-4-(1-methyl-2-oxo-1,2-dihydropyridin-3-yl)pyrrolidine-3-carbonitrile CN1C(C(=CC=C1)[C@H]1[C@@H](CNC1)C#N)=O |r|